NC=1C(=C(C=C2C=C(N=CC12)NC(OC(COCC1=CC=CC=C1)C)=O)C1=C(C2=C(OCCN2)N=C1)C)F 1-(Benzyloxy)propan-2-yl (8-amino-7-fluoro-6-(8-methyl-2,3-dihydro-1H-pyrido[2,3-b][1,4]oxazin-7-yl)isoquinolin-3-yl)carbamate